1,4-butanedisulfonic acid sodium salt [Na+].C(CCCS(=O)(=O)[O-])S(=O)(=O)[O-].[Na+]